C[C@H]1CN(C[C@H](C1)C)C1=NC(=CC=C1C(=O)NS(=O)(=O)C1=CC=NN1)C=1C=NC(=CC1)OC(C)C 2-[(3R,5S)-3,5-Dimethyl-1-piperidyl]-6-(6-isopropoxy-3-pyridyl)-N-(1H-pyrazol-5-ylsulfonyl)pyridin-3-carboxamid